pyroglutamic acid triethanolamine salt N(CCO)(CCO)CCO.N1[C@@H](CCC1=O)C(=O)O